COC=1C=C2C(=NC(=NC2=CC1OC)C)N[C@H](C)C=1C=C(C=CC1)C1=C(C=CC=C1)NS(=O)(=O)C N-(3'-{(1R)-1-[(6,7-dimethoxy-2-methylquinazolin-4-yl)amino]-ethyl}biphenyl-2-yl)methane-sulfonamide